2-amino-2-phenethyl-5-(2-fluoro-3-methoxyphenyl)-1-(2-fluoro-6-(trifluoromethyl)phenyl)-6-methylpyrimidine NC1(N(C(=C(C=N1)C1=C(C(=CC=C1)OC)F)C)C1=C(C=CC=C1C(F)(F)F)F)CCC1=CC=CC=C1